terephthaloyl-bis-caprolactam C(C1=CC=C(C(=O)C2CCCCC(=O)N2)C=C1)(=O)C1CCCCC(=O)N1